C(C)[Si](C1=CC=CC2=C1OC1=C2C=CC=C1OC)(CC)CC Triethyl(6-methoxydibenzo[b,d]furan-4-yl)silane